NC1=CC(=C(C=N1)C=1CCN(CC1)C(=O)OC(C)(C)C)OC tert-Butyl 6-amino-4-methoxy-1',2',3',6'-tetrahydro-[3,4'-bipyridine]-1'-carboxylate